C(=O)O.OB1OCC2C1=C(C(=CC2)OC)C=2C=C1C(=NN=C(C1=CC2)N)C 6-(1-hydroxy-6-methoxy-3,4-dihydro-2,1-benzoxaborole-7-yl)-4-methylphthalazine-1-amine formate